3-(difluoromethyl)-5,6,7,8-tetrahydroimidazo[3,2-a]pyrazine FC(C1=CN=C2N1CCNC2)F